O=C1N(C(C2=CC=CC=C12)=O)[C@H](C(=O)O)CC(C)C (S)-2-(1,3-dioxoisoindolin-2-yl)-4-methylpentanoic acid